methyl (E)-[4-[3-[4-[3-(4-hydroxypiperidin-1-yl)propynyl]phenyl]-3-[4-(methylsulfanyl)phenyl]-allyloxy]-2-methylphenoxy]acetate OC1CCN(CC1)CC#CC1=CC=C(C=C1)\C(=C/COC1=CC(=C(OCC(=O)OC)C=C1)C)\C1=CC=C(C=C1)SC